C(C(C)C)OC1=CC=CC2=CC=CC=C12 Naphthyl isobutyl ether